tri(4-hydroxyphenyl)-phenylmethane OC1=CC=C(C=C1)C(C1=CC=CC=C1)(C1=CC=C(C=C1)O)C1=CC=C(C=C1)O